C=1(C(=CC=CC1)S(=O)(=O)O)C=CC=1C(=CC=CC1)S(=O)(=O)O stilbene-2,2'-disulfonic acid